C(C)C1(C(NC(NC1=O)=O)=O)CC diethylbarbiturate